(3R,4R)-1-(5,6-difluoro-1-((1R)-1-(8-quinolinyl)ethyl)-1H-benzoimidazol-2-yl)-4-fluoro-3-piperidinamine FC1=CC2=C(N(C(=N2)N2C[C@H]([C@@H](CC2)F)N)[C@H](C)C=2C=CC=C3C=CC=NC23)C=C1F